3,4-di-t-butoxyphenyl-diphenylsulfonium C(C)(C)(C)OC=1C=C(C=CC1OC(C)(C)C)[S+](C1=CC=CC=C1)C1=CC=CC=C1